C(CCCCCCCCCCC)(=O)OC(C(CC)C)CCC(C)C 3,7-dimethyl-octan-4-yl laurate